3-[4-(4-aminophenyl)-3,6-dioxo-1-phenyl-2,5-diazaoct-7-yn-5-yl]Benzene-1-carboxamide NC1=CC=C(C=C1)C(C(NCC1=CC=CC=C1)=O)N(C(C#C)=O)C=1C=C(C=CC1)C(=O)N